2'-Chloro-N-(5-(4-chloro-6-(difluoro-methoxy)nicotinyl)-5,6-dihydro-4H-pyrrolo[3,4-d]thiazol-2-yl)-5'-methoxy-6-methyl-[4,4'-bipyridine]-3-carboxamide ClC1=NC=C(C(=C1)C1=C(C=NC(=C1)C)C(=O)NC=1SC2=C(N1)CN(C2)CC2=CN=C(C=C2Cl)OC(F)F)OC